C1(CCC1)OC1=CC=C(C=C1)CNC(N(CC1CN(C1)C)CC1=CC=C(C=C1)F)=O 3-(4-Cyclobutoxyphenylmethyl)-1-(4-fluorophenylmethyl)-1-((1-methylazetidin-3-yl)methyl)urea